NC1=CC(=C(OC=2C=C(C(CN2)=O)C2CCC2)C(=C1)Cl)Cl 6-(4-amino-2,6-dichlorophenoxy)-4-cyclobutylpyridin-3(2H)-one